Dimethylaminoethyl-Ammonium Chloride [Cl-].CN(C)CC[NH3+]